OC=1C=C2CC(N(CC2=CC1N1CC(NS1(=O)=O)=O)CCC(C)C)=O 5-(6-hydroxy-2-isopentyl-3-oxo-1,2,3,4-tetrahydroisoquinolin-7-yl)-1,2,5-thiadiazolidin-3-one 1,1-dioxide